COC1=CC=C(C=C1)CNC(=O)NC1=CC=C(C=C1)CN(C)C(=O)C=1C=NC(=CC1)C {[(4-methoxyphenyl)methyl]amino}-N-(4-{[N-methyl(6-methyl(3-pyridyl))carbonylamino]methyl}phenyl)carboxamide